C(#N)CC=1C(=C(C(=O)N)C=CC1C1=NC(=NC=C1C(F)F)NC=1C=NN(C1)C1CC1)F (cyanomethyl)-4-(2-((1-cyclopropyl-1H-pyrazol-4-yl)amino)-5-(difluoromethyl)pyrimidin-4-yl)-2-fluorobenzamide